COC(=O)C1=CN(C(C=C1OS(=O)(=O)C1=CC=C(C=C1)C)=O)C1(CC1)C.C1(=CC=CC=C1)C=1NC=C(N1)C1=C(C=CC=C1)Cl 2-phenyl-4-(2-chlorophenyl)imidazole methyl-4-[(4-methylbenzenesulfonyl)oxy]-1-(1-methylcyclopropyl)-6-oxo-1,6-dihydropyridine-3-carboxylate